C(C)OC(C=C)=O.C(CCCCCCCCCCCCCCC)(=O)N Palmitoamide ethyl-acrylate